CS(=O)(=O)NC=1C=C(C=CC1)NC(=O)C1CN(CCC1)C(=O)C=1SC=CC1 N-(3-(methylsulfonamido)phenyl)-1-(thiophene-2-carbonyl)piperidine-3-carboxamide